ethyl (2S,3R)-3-(3,4-bis(benzyloxy) phenyl)-2-dibenzylamino-3-hydroxypropionate C(C1=CC=CC=C1)OC=1C=C(C=CC1OCC1=CC=CC=C1)[C@H]([C@@H](C(=O)OCC)N(CC1=CC=CC=C1)CC1=CC=CC=C1)O